COC=1C=C(C=NC1)C=1C=C2C(=NC1)NC=C2 5-(5-methoxy-3-pyridyl)-1H-pyrrolo[2,3-b]pyridine